2-(5-bromo-3-methyl-1H-indol-1-yl)aniline BrC=1C=C2C(=CN(C2=CC1)C1=C(N)C=CC=C1)C